(2s,4S)-N-((1s,3S)-3-(4-Ethyl-3-methylphenyl)cyclobutyl)-N-methyl-6-oxo-7-oxa-5-azaspiro[3.4]octane-2-carboxamide C(C)C1=C(C=C(C=C1)C1CC(C1)N(C(=O)C1CC2(C1)NC(OC2)=O)C)C